5-(octadeca-9-enoyloxy)octadecanoic acid C(CCCCCCCC=CCCCCCCCC)(=O)OC(CCCC(=O)O)CCCCCCCCCCCCC